2-(((cyclopropylmethyl)amino)methyl)-7-methoxy-[1,2,4]triazolo[1,5-c]quinazolin-5-amine C1(CC1)CNCC1=NN2C(=NC=3C(=CC=CC3C2=N1)OC)N